(S)-1-((6-(3,5-difluorophenyl)-4-((3-(trifluoromethyl)phenyl)-sulfonyl)-3,4-dihydro-2H-benzo[b][1,4]oxazin-2-yl)methyl)cyclobutane-1-carboxylic acid FC=1C=C(C=C(C1)F)C1=CC2=C(O[C@H](CN2S(=O)(=O)C2=CC(=CC=C2)C(F)(F)F)CC2(CCC2)C(=O)O)C=C1